ClC1=CC=C(COC2=NN=C(S2)NC(=O)C2=CN=CN2C=2C=NC=CC2)C=C1 N-(5-((4-chlorobenzyl)oxy)-1,3,4-thiadiazol-2-yl)-1-(pyridin-3-yl)-1H-imidazole-5-carboxamide